(E)-2,2-difluoro-4-phenyl-1-(pyrrolidin-1-yl)-4-thiocyanobut-3-en-1-one FC(C(=O)N1CCCC1)(\C=C(\SC#N)/C1=CC=CC=C1)F